(2R,3R,4R,5R)-2-(5-fluoro-4-(((S)-8-isobutyl-12,12-dimethyl-7,10-dioxo-2,11-dioxa-6,9-diazatridecyl) amino)-2-oxopyrimidin-1(2H)-yl)-5-methyltetrahydrofuran-3,4-diacetate FC=1C(=NC(N(C1)[C@@H]1O[C@@H]([C@@H]([C@H]1CC(=O)[O-])CC(=O)[O-])C)=O)NCOCCCNC([C@@H](NC(OC(C)(C)C)=O)CC(C)C)=O